OC1COC(=C(C1=O)O)C 3,5-dihydroxy-6-methyl-2H-4(3H)-pyrone